(8S,10S,13S,14S,17R)-17-hydroxy-17-(2-hydroxyacetyl)-10,13-dimethyl-1,2,6,7,8,10,12,13,14,15,16,17-dodecahydro-3H-cyclopenta[a]phenanthren-3-one O[C@@]1(CC[C@H]2[C@@H]3CCC4=CC(CC[C@@]4(C3=CC[C@]12C)C)=O)C(CO)=O